ClC1=CC(=CN=N1)C1=NN(C2=CC=C(C=C12)OC1(CC1)C)C1OCCCC1 3-(6-chloropyridazin-4-yl)-5-(1-methylcyclopropoxy)-1-tetrahydropyran-2-yl-indazole